[Cu+2].C(C=1C(C(=O)[O-])=CC=CC1)(=O)OCCCC monobutyl phthalate copper (II) salt